N1=CC=C(C=C1)NC(OC1=CC=CC=C1)=O phenyl pyridin-4-ylcarbamate